BrC=1C=NC(=NC1)N1CC(CCC1)F 5-bromo-2-(3-fluoropiperidin-1-yl)pyrimidine